C(C)(C)(C)OC(=O)N1[C@H]2CN([C@@H](C1)C2)C2=C(C=C(C=C2)F)N (1R,4R)-5-(2-amino-4-fluorophenyl)-2,5-diazabicyclo[2.2.1]heptane-2-carboxylic acid tert-butyl ester